tert-Butyl 2-[1-(6-methyl-4-oxo-2-pyrazolo[1,5-a]pyridin-6-yl-chromen-8-yl)ethylamino]benzoate CC=1C=C2C(C=C(OC2=C(C1)C(C)NC1=C(C(=O)OC(C)(C)C)C=CC=C1)C=1C=CC=2N(C1)N=CC2)=O